ClC=1C(=C(C=CC1)NC1=NC=NC2=CC(=C(C=C12)OC1CCN(CC1)CC(=O)NC)OC)F 2-(4-(4-(3-chloro-2-fluorophenylamino)-7-methoxyquinazolin-6-yloxy)piperidin-1-yl)-N-methylacetamide